C(C=C)O[Si](C1=CC=CC=C1)(C)C (allyloxy)dimethylphenylsilane